8'-Bromo-3'-methylspiro[cyclopentane-1,1'-pyrrolo[2,3-c]quinolin]-2'(3'H)-one BrC1=CC=2C3=C(C=NC2C=C1)N(C(C31CCCC1)=O)C